dibutyl di(2-ethyl-2,5-dimethylhexanoate) C(C)C(C(=O)OCCCC)(CCC(C)C)C.C(C)C(C(=O)OCCCC)(CCC(C)C)C